CC=1SC(=C(N1)C(F)(F)F)C=O 2-methyl-4-trifluoromethyl-thiazole-5-carbaldehyde